C(CCCCC(=O)[O-])(=O)OCC(CC)C(CCCCCCCCCCC)=O 2-lauroyl-butyl adipate